OCCN1CN(CN(C1)CCO)CCO hexahydro-1,3,5-tri-(2-hydroxyethyl)-s-triazine